2-acryloxy-n-hexylthio-5-ethylthio-1,3,4-thiadiazole C(C=C)(=O)OC(CSC=1SC(=NN1)SCC)CCCC